6-ethoxy-6-oxohexane C(C)OC(CCCCC)=O